7-chloro-5H-indeno[1,2-b]pyridin-5-one ClC=1C=C2C(C=3C(=NC=CC3)C2=CC1)=O